N(C(=N)N)NCC(=O)OCC1=CC=CC=C1 benzyl 2-(carbamimidamidoamino)acetate